C(CCCCCCC)(=O)OC1=C2C(=CNC2=CC=C1)CCN(C)C 3-(2-(Dimethylamino)ethyl)-1H-indol-4-yl octanoate